C(CCCCCCCCCCCCCCCC)(=O)[O-] Margarate